C1(CC1)OC1=CC(=NC(=C1)C=O)C(=O)O 4-CYCLOPROPOXY-6-FORMYLPICOLINIC ACID